[Li+].COCCC[N@]1C(C1)C(=O)[O-] (R)-1-(3-methoxypropyl)aziridine-2-carboxylic acid lithium salt